CC12C3C(C1N(C(=O)NC2=O)[C@H]4C[C@@H]([C@H](O4)CO)O)N(C(=O)N=C3N)[C@H]5C[C@@H]([C@H](O5)CO)O The molecule is a nucleoside analogue obtained by formal cyclodimerisation of 2'-deoxycytidine and thymidine. It has a role as a Mycoplasma genitalium metabolite. It is a cyclobutadipyrimidine and a nucleoside analogue.